ClC1=CC=C(OC=2C=CC=C3CC(COC23)N)C=C1 8-(4-chlorophenoxy)chroman-3-amine